COC1=CC=C(CN(C2=CC(=C(C(=C2)Cl)CCCCC(=O)OC)Br)CC2=CC=C(C=C2)OC)C=C1 methyl 5-(4-(bis(4-methoxybenzyl)amino)-2-bromo-6-chlorophenyl)pentanoate